CN1[C@H](C(C1)OC=1C(=CC(=NC1)C)C1=CC=2N(C=C1)N=C(C2)NC(=O)C2CC2)C (S)-N-[5-[5-(1,2-dimethylazetidin-3-yl)oxy-2-methyl-4-pyridyl]pyrazolo[1,5-a]pyridin-2-yl]cyclopropanecarboxamide